(5-cyclopropyl-1H-pyrazol-3-yl)-N2-methyl-N2-(2-methyl-2-azaspiro[3.3]heptan-6-yl)pyrimidine-2,4-diamine C1(CC1)C1=CC(=NN1)C=1C(=NC(=NC1)N(C1CC2(CN(C2)C)C1)C)N